N-(4-(7-chloro-1-isopropyl-2-oxo-1,4-dihydropyrido[2,3-d]pyrimidin-3(2H)-yl)-2-fluorophenyl)-1-(4-fluorophenyl)methanesulfonamide ClC=1C=CC2=C(N(C(N(C2)C2=CC(=C(C=C2)NS(=O)(=O)CC2=CC=C(C=C2)F)F)=O)C(C)C)N1